benzyl N-(7-bromo-6-fluoro-3-methyl-2,3-dihydrobenzofuran-5-yl)carbamate BrC1=C(C(=CC=2C(COC21)C)NC(OCC2=CC=CC=C2)=O)F